2-{3-bromo-5-oxo-5H,6H,7H-pyrrolo[3,4-b]pyridin-6-yl}acetic acid tert-butyl ester C(C)(C)(C)OC(CN1CC2=NC=C(C=C2C1=O)Br)=O